zirconium bis(Hydrogen phosphate) P(=O)(O)([O-])[O-].P(=O)(O)([O-])[O-].[Zr+4]